N[C@@H](C1CCN(CC1)C([C@@H](CO)O)=O)C1=C(C(=C(C=C1O)Cl)Cl)F (R)-1-(4-((S)-amino(3,4-dichloro-2-fluoro-6-hydroxyphenyl)methyl)piperidin-1-yl)-2,3-dihydroxypropan-1-one